4-(3-amino-6-(2-hydroxyphenyl)pyridazin-4-yl)-N-((4-aminocyclohexyl)methyl)-1-phenylpiperazine-2-carboxamide, hydrochloride salt Cl.NC=1N=NC(=CC1N1CC(N(CC1)C1=CC=CC=C1)C(=O)NCC1CCC(CC1)N)C1=C(C=CC=C1)O